OC1CCN(CC1)C=1C=CC(=NC1)NC=1C=CC(=C2CNC(C12)=O)C1=CC=CC=2N(C=NC21)C 7-[[5-(4-hydroxy-1-piperidyl)-2-pyridyl]amino]-4-(1-methylbenzimidazol-4-yl)isoindolin-1-one